CC1=NNC(=C1C1=CC(=C(C=C1)NC1=CC=NC2=CC(=CC=C12)C)OC)C N-(4-(3,5-dimethyl-1H-pyrazol-4-yl)-2-methoxy-phenyl)-7-methylquinolin-4-amine